NC=1C2=C(N=CN1)C(=NC(=C2)N=S(=O)(C)C)C2=C(C(=CC=C2C)O)C (R)-((4-amino-8-(3-hydroxy-2,6-dimethylphenyl)pyrido[3,4-d]pyrimidin-6-yl)imino)dimethyl-λ6-sulfanone